N1(N=CC=C1)C1=CC=C(CN2C3=NC(=NC=C3NC2=O)C2=C(C=CC=C2)C(C)=O)C=C1 9-(4-(1H-pyrazol-1-yl)benzyl)-2-(2-acetylphenyl)-7,9-dihydro-8H-purin-8-one